C1(=CC=CC=C1)C(CC=C)=C 4-phenylpenta-1,4-dien